(S)-5,6-dichloro-1'-((R)-2-hydroxybutanoyl)spiro[indoline-3,3'-pyrrolidin]-2-one ClC=1C=C2C(=CC1Cl)NC([C@]21CN(CC1)C([C@@H](CC)O)=O)=O